C(C)(C)C=1C(=C(C(C=O)=CC1OC)[2H])OC 4-isopropyl-3,5-dimethoxybenzaldehyde-2-d